ClC1=CC(=C(C=C1)C1=C2C(=CN=N1)C=NC=C2)OC 1-(4-chloro-2-methoxyphenyl)pyrido[3,4-d]pyridazine